ClC=1C=NC(=NC1)N1CCC(CC1)CCCOC1=CC(=C(C=C1)CC(=O)N1CCC12CN(C2)C[C@@H]([C@@H]([C@@H](CO)O)O)O)F 2-(4-(3-(1-(5-chloropyrimidin-2-yl)piperidin-4-yl)propoxy)-2-fluorophenyl)-1-(6-((2S,3S,4R)-2,3,4,5-tetrahydroxypentyl)-1,6-diazaspiro[3.3]heptan-1-yl)ethan-1-one